C(C1=CC=CC=C1)OCCNCCCCCC(=O)O 6-((2-(benzyloxy)ethyl)amino)hexanoic acid